NC1=C(C=C(C=C1)C(=O)OC)NCC1(CN(C1)C(=O)OC(C)(C)C)OC Tert-butyl 3-(((2-amino-5-(methoxycarbonyl)phenyl)amino)methyl)-3-methoxyazetidine-1-carboxylate